fluoroindol-2-one FC=1C(N=C2C=CC=CC12)=O